CC1=C(C(=C(C(=C1C(=O)O)I)C(=O)O)C)C(C)(C)C dimethyl-5-(tert-butyl)-2-iodoisophthalic acid